3-(3-(4,4-bis(methoxy-methyl)cyclohexyl)-2-((methyl(2-(methylamino)-ethyl)amino)methyl)-6,7-dihydropyrazolo[1,5-a]-pyrazin-5(4H)-yl)-2-methyl-3-oxopropanenitrile COCC1(CCC(CC1)C=1C(=NN2C1CN(CC2)C(C(C#N)C)=O)CN(CCNC)C)COC